(1R,2R,4S)-2-hydroxy-2-(trifluoromethyl)-7-azabicyclo[2.2.1]heptane-7-carboxylic acid tert-butyl ester C(C)(C)(C)OC(=O)N1[C@H]2[C@](C[C@@H]1CC2)(C(F)(F)F)O